C1(CC1)C=1NC2=C(N1)C=C(C(=C2)C(=O)N2C(CN(CC2)C)C2=CC=CC=C2)N2CCCC2 (2-cyclopropyl-6-pyrrolidin-1-yl-3H-benzimidazol-5-yl)-(4-methyl-2-phenylpiperazin-1-yl)methanone